COC(=O)C1CN(C(C1)=O)C methyl-1-methyl-5-oxopyrrolidine-3-carboxylate